[35S]farnesylcysteine C(C=C(C)CCC=C(C)CCC=C(C)C)N[C@@H](CS)C(=O)O